Tert-Butyl (5-chloro-3-cyanopyrazolo[1,5-a]pyrimidin-7-yl)(3-chlorobenzyl)carbamate ClC1=NC=2N(C(=C1)N(C(OC(C)(C)C)=O)CC1=CC(=CC=C1)Cl)N=CC2C#N